OCC1=NC=CC=N1 (hydroxymethyl)pyrimidin